FC1(C(C1)CN1N=CC(=C1)C1=C(N=C2N(C1=O)C=C(C(=C2)OC)F)C(F)(F)F)F 3-{1-[(2,2-difluorocyclopropyl)methyl]-1H-pyrazol-4-yl}-7-fluoro-8-methoxy-2-(trifluoromethyl)-4H-pyrido[1,2-a]pyrimidin-4-one